[Na+].[Na+].C(=O)([O-])C(C(=O)N[C@]1([C@H]2OCC(=C(N2C1=O)C(=O)[O-])CSC1=NN=NN1C)OC)C1=CC=C(C=C1)O (6R,7R)-7-[2-carboxy-2-(4-hydroxyphenyl)-acetylamino]-7-methoxy-3-{(1-methyl-1H-tetrazol-5-ylthio)methyl}-8-oxo-5-oxa-1-azabicyclo[4.2.0]oct-2-ene-2-carboxylic acid disodium salt